FC=1C=C(C=CC1F)C=1N=C2N(C=CC(=C2)C=2C=C(C(=NC2)N2CCC(CC2)CCN2CCN(CC2)C=2C=C3C(N(C(C3=CC2)=O)C2C(NC(CC2)=O)=O)=O)F)C1 5-(4-(2-(1-(5-(2-(3,4-difluorophenyl)imidazo[1,2-a]pyridin-7-yl)-3-fluoropyridin-2-yl)piperidin-4-yl)ethyl)piperazin-1-yl)-2-(2,6-dioxopiperidin-3-yl)isoindoline-1,3-dione